O=C1NC(CC[C@@H]1NC(=O)C1=CNC2=CC(=CC=C12)C(=O)OC)=O methyl (S)-3-((2,6-dioxopiperidin-3-yl)carbamoyl)-1H-indole-6-carboxylate